CN1C(=NN=C1)C1(CC2(C1)CCC2)C=2C=C(C=CC2)N2CC1=C(C=C(C=C1C2=O)CN(C(OC(C)(C)C)=O)C2(CCC2)C)C(F)(F)F tert-butyl ((2-(3-(2-(4-methyl-4H-1,2,4-triazol-3-yl)spiro[3.3]heptan-2-yl)phenyl)-3-oxo-7-(trifluoromethyl)isoindolin-5-yl)methyl)(1-methylcyclobutyl)carbamate